Cl.Cl.Cl.N[C@H](C(=O)OC(C)C)CC1=CC=C(C=C1)OCCCN1CCC(CC1)=C1C2=C(CCC=3C1=NC=CC3)C=C(C=C2)Cl isopropyl (S)-2-amino-3-(4-(3-(4-(8-chloro-5,6-dihydro-11H-benzo[5,6]cyclohepta[1,2-b]pyridin-11-ylidene)piperidin-1-yl)propoxy)phenyl)-propanoate trihydrochloride